(2R)-2-(2,4-difluorophenyl)-1,1-difluoro-1-(5-(4-(4-(3-fluoro-5-(2,2,2-trifluoro-1-hydroxyethyl)phenyl)piperazin-1-yl)phenyl)pyridin-2-yl)-3-(1H-tetrazol-1-yl)propan-2-ol FC1=C(C=CC(=C1)F)[C@](C(C1=NC=C(C=C1)C1=CC=C(C=C1)N1CCN(CC1)C1=CC(=CC(=C1)C(C(F)(F)F)O)F)(F)F)(CN1N=NN=C1)O